(1r,22e)-13-methyl-12-phenyl-17,20-dioxa-9,14,26,28-tetraazahexacyclo[22.5.2.11,4.13,7.110,14.027,30]tetratriacontane-3,5,7(33),22,24(31),25,27(30)-heptaene-8,29,32-trione CC1C(CC2NC(C=3C=CC4=C(C[C@]5(C(NC=6N=CC(/C=C/COCCOCCN1C2=O)=CC56)=O)C4)C3)=O)C3=CC=CC=C3